C1=CC=C(C=2OC3=C(C21)C=CC=C3)NC(C3=C(C=C(C=C3)NS(=O)(=O)CCO)N3CCC2(CC2)CC3)=O N-(dibenzo[b,d]furan-4-yl)-4-((2-hydroxyethyl)sulfonylamino)-2-(6-azaspiro[2.5]octan-6-yl)benzamide